ClC=1C=C2C(=NC(=NC2=C(C1C1=C(C=CC=C1O)F)F)N1CC(C1)N1CC(CC1)(F)F)N1C[C@H](N(C[C@@H]1C)C(C=C)=O)C 1-((2R,5S)-4-(6-chloro-2-(3-(3,3-difluoropyrrolidin-1-yl)azetidin-1-yl)-8-fluoro-7-(2-fluoro-6-hydroxyphenyl)quinazolin-4-yl)-2,5-dimethylpiperazin-1-yl)prop-2-en-1-one